monomethyl-oxalate COC(C(=O)[O-])=O